Tert-butyl (3R)-3-((((2S,5R)-6-(benzyloxy)-7-oxo-1,6-diazabicyclo[3.2.1]octan-2-yl)(imino)methyl)carbamoyl)pyrrolidine-1-carboxylate C(C1=CC=CC=C1)ON1[C@@H]2CC[C@H](N(C1=O)C2)C(=N)NC(=O)[C@H]2CN(CC2)C(=O)OC(C)(C)C